(+/-)-N5-((1R,5S,6r)-3,3-difluorobicyclo[3.1.0]hexan-6-yl)-3-(hydroxymethyl)-N7-methyl-3-phenyl-2,3-dihydrobenzofuran-5,7-dicarboxamide FC1(C[C@H]2C([C@H]2C1)NC(=O)C=1C=C(C2=C(C(CO2)(C2=CC=CC=C2)CO)C1)C(=O)NC)F